FC1=CC(=C(OC2=NC=CC=N2)C=C1)C1=CC=NN1C(C)C {4-fluoro-2-[1-(propan-2-yl)-1H-pyrazol-5-yl]phenoxy}pyrimidine